3-[4-(morpholin-4-ylmethyl)phenyl]-2,3-dihydro[1,4]dioxino[2,3-b]pyridine N1(CCOCC1)CC1=CC=C(C=C1)C1COC=2C(=NC=CC2)O1